((2R,3S,4R,5R)-5-(4-aminopyrrolo[2,1-f][1,2,4]triazin-7-yl)-5-cyano-3,4-dihydroxytetrahydrofuran-2-yl)methyl L-phenylalaninate N[C@@H](CC1=CC=CC=C1)C(=O)OC[C@H]1O[C@@]([C@@H]([C@@H]1O)O)(C#N)C1=CC=C2C(=NC=NN21)N